C1(=CC=CC2=CC=CC=C12)C(C)C1=C(C(=O)N)C=C(C=C1)NC=1C(NC=CC1)=O (1-(naphthalen-1-yl)ethyl)-5-((2-oxo-1,2-dihydropyridin-3-yl)amino)benzamide